tert-butyl 2-(N'-hydroxycarbamimidoyl)-4,7-dihydrothieno[2,3-c]pyridine-6(5H)-carboxylate ON=C(N)C1=CC2=C(CN(CC2)C(=O)OC(C)(C)C)S1